aluminum calcium zinc salt [Zn].[Ca].[Al]